N-[6-(1-cyano-1-methylethyl)pyridin-3-yl]-3-{4-[(1-methylpiperidin-4-yl)amino]-1-(2,2,2-trifluoroethyl)-1H-indol-2-yl}prop-2-ynamide C(#N)C(C)(C)C1=CC=C(C=N1)NC(C#CC=1N(C2=CC=CC(=C2C1)NC1CCN(CC1)C)CC(F)(F)F)=O